2-bromo-5,6,7,8-tetrahydroimidazo[1,2-a]pyrazine BrC=1N=C2N(CCNC2)C1